1-(4-(trifluoromethyl)benzyl)-4-chloro-1H-pyrazolo(3,4-c)pyridin-3-ylamine FC(C1=CC=C(CN2N=C(C=3C2=CN=CC3Cl)N)C=C1)(F)F